FC1=C2C=CNC2=CC(=C1OC=1C=CC(=C(C(=N)N)C1)F)F 5-[(4,6-difluoro-1H-indol-5-yl)oxy]-2-fluoro-benzamidine